C(#C)[C@H]1[C@@H](CN(CC1)C(=O)OC(C)(C)C)O tert-butyl (3S,4S)-4-ethynyl-3-hydroxypiperidine-1-carboxylate